5-Amino-2,4,6-triiodo-1,3-benzenedicarbonyl dichloride NC=1C(=C(C(=C(C1I)C(=O)Cl)I)C(=O)Cl)I